tert-butyl 6-[[1-(2,2,2-trifluoroethyl)-3-(trifluoromethyl)pyrazol-4-yl]methyl]-2-azaspiro[3.3]heptane-2-carboxylate FC(CN1N=C(C(=C1)CC1CC2(CN(C2)C(=O)OC(C)(C)C)C1)C(F)(F)F)(F)F